N-(7-(6-(2-hydroxy-2-methylpropyl)-4-methylpyridin-3-yl)-2,6-naphthyridin-3-yl)cyclopropanecarboxamide OC(CC1=CC(=C(C=N1)C1=NC=C2C=C(N=CC2=C1)NC(=O)C1CC1)C)(C)C